ClC=1C=C(C=C(C1OCCN1CCC(CC1)C=1C=C2C(N(C(C2=CC1)=O)C1C(NC(CC1)=O)=O)=O)C#N)C(C)(C)C1=CC=C(OCC2=NC(=NC=C2)NS(=O)(=O)C)C=C1 N-[4-[[4-[1-[3-chloro-5-cyano-4-[2-[4-[2-(2,6-dioxo-3-piperidyl)-1,3-dioxo-isoindolin-5-yl]-1-piperidyl]ethoxy]phenyl]-1-methyl-ethyl]phenoxy]methyl]pyrimidin-2-yl]methanesulfonamide